[O-]C1=CC=CC2=CNC=C12 7-oxidoisoindol